1-(Methylthioperoxy)piperazine trifluoroacetic acid salt FC(C(=O)O)(F)F.CSON1CCNCC1